FC(OC1=C2C=C(NC2=CC=C1)C(=O)N1[C@@H]([C@@H]2C([C@@H]2C1)(C)C)C(=O)O)F (1S,2S,5R)-3-(4-(difluoromethoxy)-1H-indole-2-carbonyl)-6,6-dimethyl-3-azabicyclo[3.1.0]hexane-2-carboxylic acid